ClC1=NC=C(C(=N1)NC=1C=CC2=C(NC(O2)=O)C1)C Chloro-5-methyl-N4-(2-oxo-2,3-dihydro-1,3-benzoxazol-5-yl)-4-pyrimidineamine